C1(=CC=CC=C1)C=1NC2=C(C=CC=C2C1C(CC(F)(F)F)C=1SC=CC1)S(=O)(=O)F 2-phenyl-3-(3,3,3-trifluoro-1-(thiophen-2-yl)propyl)-1H-indole-7-sulfonyl fluoride